2-methyl-1-[4-(methylthio)-phenyl]-2-(4-morpholinyl)-1-propanone CC(C(=O)C1=CC=C(C=C1)SC)(C)N1CCOCC1